ethyl 2-(2-((7-(3-(aminomethyl)phenyl)benzofuran-2-yl)methoxy)phenyl)acetate NCC=1C=C(C=CC1)C1=CC=CC=2C=C(OC21)COC2=C(C=CC=C2)CC(=O)OCC